C12CN(CC(CC1)N2)C=2C=C1CN3[C@@H](C1=CC2)CN(C[C@H]3C)C3=CC(N(C2=NC=CC=C32)C)=O 4-[(4R,10bS)-8-(3,8-diazabicyclo[3.2.1]oct-3-yl)-4-methyl-3,4,6,10b-tetrahydro-1H-pyrazino[2,1-a]isoindol-2-yl]-1-methyl-1,8-naphthyridin-2-one